6-(2-chloro-6-fluorophenyl)-8-cyclopropyl-2-[(2'-methyl-2',3'-dihydro-1'H-spiro[cyclopropane-1,4'-isoquinolin]-7'-yl)amino]pyrido[2,3-d]pyrimidin-5(8H)-one ClC1=C(C(=CC=C1)F)C=1C(C2=C(N=C(N=C2)NC2=CC=C3C4(CN(CC3=C2)C)CC4)N(C1)C1CC1)=O